ClC1(CC=C(C=C1)Cl)P p-dichlorophenylphosphine